2-(o-tolylthio)benzo[d]thiazole C1(=C(C=CC=C1)SC=1SC2=C(N1)C=CC=C2)C